(4-methylphenyl)-3-oxo-2-(pyridin-3-yl)-2,3-dihydropyridazine-4-carboxylic acid CC1=CC=C(C=C1)C1=C(C(N(N=C1)C=1C=NC=CC1)=O)C(=O)O